BrC=1C=[N+](C=CC1C(F)(F)F)[O-] 3-bromo-4-(trifluoromethyl)pyridine 1-oxide